C[Si](CCOCN1N=C(N=C1)C(=O)N)(C)C 1-((2-(trimethylsilyl)ethoxy)methyl)-1H-1,2,4-triazole-3-carboxamide